OC1(CCN(CC12CCCC2)C([C@@H](CC(F)(F)F)C)=O)CN2C(C1=CC(=C(C=C1C=C2)OC)OC)=O 2-((10-Hydroxy-7-((R)-4,4,4-trifluoro-2-methylbutanoyl)-7-azaspiro[4.5]decan-10-yl)methyl)-6,7-dimethoxyisoquinolin-1(2H)-one